(7S)-2-((trans-3-aminocyclobutyl)amino)-7-isopropyl-4,8-dimethyl-7,8-dihydropteridin-6(5H)-one dihydrochloride Cl.Cl.N[C@@H]1C[C@H](C1)NC1=NC=2N([C@H](C(NC2C(=N1)C)=O)C(C)C)C